4-[1-benzyl-3-(1-methylpyrazol-4-yl)pyrrolo[3,2-b]pyridin-6-yl]-3,5-dimethyl-isoxazole C(C1=CC=CC=C1)N1C=C(C2=NC=C(C=C21)C=2C(=NOC2C)C)C=2C=NN(C2)C